C(N)(=O)C1(CCOCC1)NC(=O)C1=C(OC2=CN=C(C=C21)OCC2=NC=CC=C2)C N-(4-carbamoyloxan-4-yl)-2-methyl-5-[(pyridin-2-yl)methoxy]furo[2,3-c]pyridine-3-carboxamide